C(C)(=O)OCC1=C(C=CC=C1)OC=1C=NC=CC1Br 2-[(4-bromopyridin-3-yl) oxy]Benzyl acetate